tert-butyl (3R)-3-[6-(1-methylpyrazol-4-yl)pyrazolo[1,5-a]pyrazin-4-yl]oxyazepane-1-carboxylate CN1N=CC(=C1)C=1N=C(C=2N(C1)N=CC2)O[C@H]2CN(CCCC2)C(=O)OC(C)(C)C